C(C)(C)(C)OC(NC1=C(SC2=C1CCCC2)C=C)=O (2-vinyl-4,5,6,7-tetrahydro-1-benzothien-3-yl)carbamic acid tert-butyl ester